C(C)(C)(C)OC(=O)N(CCC1=NC(=CC=C1[N+](=O)[O-])OC)CC1=C(C=CC=C1)OC(C1=CC=CC(=C1)C(F)(F)F)=O (2-(((tert-butoxycarbonyl) (2-(6-methoxy-3-nitropyridin-2-yl) ethyl) amino) methyl) phenyl)-5-(trifluoromethyl)-benzoate